ClC=1C=C2C(=NC(=NC2=C(C1C=1C(=CC=C2C=NN(C12)C)C)F)OCC(C)(C)N(C)C)N1C[C@H](N(C[C@@H]1C)C(C=C)=O)C 1-((2R,5S)-4-(6-chloro-7-(1,6-dimethyl-1H-indazol-7-yl)-2-(2-(dimethylamino)-2-methylpropoxy)-8-fluoroquinazolin-4-yl)-2,5-dimethylpiperazin-1-yl)prop-2-en-1-one